C1=C(C=CC2=CC(=CC=C12)S(=O)(=O)O)S(=O)(=O)O.C1=C(C=CC2=CC(=CC=C12)S(=O)(=O)O)S(=O)(=O)O naphthalene-2,6-disulfonic acid (naphthalene-2,6-disulfonate)